C(N)(=O)C1=CC=C(C=C1)NC(=O)N1C(C2(C(C1)C1=C(C(=CC=C1)Cl)F)CN(C1=CC(=CC=C12)Cl)CC1=C(C(=O)O)C=CC=C1)CC(C)(C)C ((((4-carbamoylphenyl)carbamoyl)-6-chloro-4'-(3-chloro-2-fluorophenyl)-2'-neopentylspiro[indoline-3,3'-pyrrolidin]-1-yl)methyl)benzoic acid